FC1=C(C=CC(=C1C=1N=CC=2N(C1)C=NC2C2=NN=C(N2COCC[Si](C)(C)C)C)F)NS(=O)(=O)C=2C(=NC=C(C2)F)C N-[2,4-difluoro-3-[1-(5-methyl-4-[[2-(trimethylsilyl)ethoxy]methyl]-1,2,4-triazol-3-yl)imidazo[1,5-a]pyrazin-6-yl]phenyl]-5-fluoro-2-methylpyridine-3-sulfonamide